NC1=C(C=C(C=C1)CCO)Cl 2-(4-amino-3-chlorophenyl)ethanol